pentachlorophenol ClC1=C(C(=C(C(=C1O)Cl)Cl)Cl)Cl